ClC=1C2=CN(N=C2C(=C(C1)C1=CC=C(C=C1)C=O)Cl)C(C(=O)OCC)C1=C2N(C=N1)C[C@@H](C2)F Ethyl 2-(4,7-dichloro-6-(4-formylphenyl)-2H-indazol-2-yl)-2-((R)-6-fluoro-6,7-dihydro-5H-pyrrolo[1,2-c]imidazol-1-yl)acetate